OCCCN1CN(C=C1)C 1-(3-hydroxypropyl)-3-methylimidazole